2,4-dichloro-6-fluoro-5-[2-(triisopropylsilyl)ethynyl]quinazoline ClC1=NC2=CC=C(C(=C2C(=N1)Cl)C#C[Si](C(C)C)(C(C)C)C(C)C)F